1-ethynyl-2-fluoro-benzene C(#C)C1=C(C=CC=C1)F